Cl.ClC1=C(C=C(C=C1)C1=CN(C2=NC(=CC=C21)C(=O)N2C(CN(CC2)C2=NC(=C(C(=O)O)C(=C2)C)C)(C)C)CC2=NC=CC=C2C)F 6-(4-(3-(4-chloro-3-fluorophenyl)-1-((3-methylpyridin-2-yl)methyl)-1H-pyrrolo[2,3-b]pyridine-6-carbonyl)-3,3-dimethylpiperazin-1-yl)-2,4-dimethylnicotinic acid hydrochloride